P(=O)(O)(O)O.C(C)O[Si](C1=CC=CC2=CC=CC=C12)(OCC)OCC triethoxy(1-naphthyl)silane orthophosphate